6-(2-((tetrahydro-2H-pyran-4-yl)-ethynyl)thiazol-5-yl)isoquinoline-4-carbonitrile O1CCC(CC1)C#CC=1SC(=CN1)C=1C=C2C(=CN=CC2=CC1)C#N